(E)-1-[4-[(2S,4R,5S)-4,5-Dihydroxy-6-(hydroxymethyl)-3-[(2S,4S,5R)-3,4,5-trihydroxy-6-methyloxan-2-yl]oxyoxan-2-yl]oxy-2,6-dihydroxyphenyl]-3-(4-methoxyphenyl)prop-2-en O[C@H]1C([C@@H](OC([C@H]1O)CO)OC1=CC(=C(C(=C1)O)C\C=C\C1=CC=C(C=C1)OC)O)O[C@@H]1OC([C@@H]([C@@H](C1O)O)O)C